4-[[(1S)-2-hydroxy-1-phenyl-ethyl]amino]-N-(2-methoxyethyl)-2-(3-methyl-4-methylsulfonyl-anilino)pyrimidin-5-carboxamide OC[C@H](C1=CC=CC=C1)NC1=NC(=NC=C1C(=O)NCCOC)NC1=CC(=C(C=C1)S(=O)(=O)C)C